(R,E)-3-(2-((4-(2-(4-chloro-2-fluorophenyl)-2-methylbenzo[d][1,3]dioxol-4-yl)piperidin-1-yl)methyl)-1-((1-ethyl-1H-imidazol-5-yl)methyl)-1H-imidazol-5-yl)acrylic acid ClC1=CC(=C(C=C1)[C@]1(OC2=C(O1)C=CC=C2C2CCN(CC2)CC=2N(C(=CN2)/C=C/C(=O)O)CC2=CN=CN2CC)C)F